C(C=C)(=O)N1C2C(OCC1CCC2)C2=CC(=NC(=C2)Cl)C2=CC(=NC=N2)C(=O)NC racemic-exo-6-(4-(9-acryloyl-3-oxa-9-azabicyclo[3.3.1]nonan-2-yl)-6-chloropyridin-2-yl)-N-methylpyrimidine-4-carboxamide